N-(4-hydroxybutyl)-N-(t-butoxycarbonyl) ethylenediamine Dihexyl phosphate P(=O)(OCCCCCC)(OCCCCCC)O.OCCCCN(CCN)C(=O)OC(C)(C)C